C(C)OC(=O)C=1C=NC2=C(C=CC=C2C1NC1=CC=C(C(=O)O)C=C1)OC 4-{[3-(ethoxycarbonyl)-8-methoxy-4-quinolinyl]amino}benzoic acid